7-Methyl-1-((2-methyl-4-(4-methyl-1H-imidazol-1-yl)phenyl)sulfonyl)indoline CC=1C=CC=C2CCN(C12)S(=O)(=O)C1=C(C=C(C=C1)N1C=NC(=C1)C)C